NC1=CC=CC=2N=C(NC21)N di-aminobenzimidazole